C(C)(=O)C=1C=C(C=C2C(N(C(=NC12)C1(CN(C1)C(=O)OC(C)(C)C)C)C)=O)C tert-butyl 3-(8-acetyl-3,6-dimethyl-4-oxo-3,4-dihydroquinazolin-2-yl)-3-methylazetidine-1-carboxylate